1-(2-fluoro-4-(1H-pyrazol-3-yl)phenyl)piperidine FC1=C(C=CC(=C1)C1=NNC=C1)N1CCCCC1